BrC1=CC=C(OC=2C3=C(SC2C(=O)C2=CC=C(C=C2)OC)C=C(C=C3)OC)C=C1 (3-(4-Bromophenoxy)-6-methoxybenzo[b]thiophen-2-yl)(4-methoxyphenyl)methanone